N-(5-chloro-3-pyrazinyl)-4-aminobenzenesulfonamide sodium salt monohydrate O.[Na].ClC=1N=C(C=NC1)NS(=O)(=O)C1=CC=C(C=C1)N